methyl 2-(3-((4-(2-(2-aminopyridin-3-yl)-3H-imidazo[4,5-b]pyridin-3-yl)benzyl)carbamoyl)phenyl)acetate NC1=NC=CC=C1C1=NC=2C(=NC=CC2)N1C1=CC=C(CNC(=O)C=2C=C(C=CC2)CC(=O)OC)C=C1